iodophenylenedi(trifluoroacetic acid) IC=1C(=C(C=CC1)C(C(=O)OF)(F)F)C(C(=O)OF)(F)F